4-bromo-1-methyl-6-(pyrrolidin-1-yl)pyridin-2(1H)-one BrC1=CC(N(C(=C1)N1CCCC1)C)=O